7-cyclopentyl-2-{5-[4-(4-methyl-pentyl)-piperazin-1-yl]-pyridin-2-ylamino}-7H-pyrrolo[2,3-d]pyrimidine-6-carboxylic acid C1(CCCC1)N1C(=CC2=C1N=C(N=C2)NC2=NC=C(C=C2)N2CCN(CC2)CCCC(C)C)C(=O)O